1,1,4-tribromo-4-chlorobut-3-en-2-one BrC(C(C=C(Cl)Br)=O)Br